FC1=CC2=CN(N=C2C=C1COC1=CC=CC(=N1)C1CCN(CC1)CC1=NC2=C(N1C[C@H]1OCC1)C=C(C=C2)C(=O)[O-])CCOC (S)-2-((4-(6-((5-Fluoro-2-(2-methoxyethyl)-2H-indazol-6-yl)methoxy)pyridine-2-yl)piperidin-1-yl)methyl)-1-(oxetan-2-ylmethyl)-1H-benzo[d]imidazole-6-carboxylate